ClC1=C(C=C(C=C1)C=1C=C2C(=NC1)C=NN2CC=2C=NC=C(C2)Cl)OC(F)F 6-[4-Chloro-3-(difluoromethoxy)phenyl]-1-[(5-chloro-3-pyridyl)methyl]pyrazolo[4,3-b]pyridine